N[C@H](C(=O)N[C@H](C(=O)N[C@H](C(=O)N)C[C@H]1C(NC2(CC2)C1)=O)CC1(CC1)F)C(C)(C)C (2S)-2-amino-N-[(1S)-2-[((1S)-2-amino-2-oxo-1-[[(6R)-5-oxo-4-azaspiro[2.4]heptan-6-yl]methyl]ethyl)amino]-1-[(1-fluorocyclopropyl)methyl]-2-oxo-ethyl]-3,3-dimethyl-butanamide